1-(5-(4-(5-cyanopyridin-2-yl)-4-fluoropiperidine-1-carbonyl)-2-methylphenyl)-3-(oxetan-3-yl)urea C(#N)C=1C=CC(=NC1)C1(CCN(CC1)C(=O)C=1C=CC(=C(C1)NC(=O)NC1COC1)C)F